C(#N)C1=C(C=C(C=C1)N1CCC(CC1)C(=O)NC1=CC=C(C=N1)N1CCC(CC1)O)C(F)(F)F 1-(6-(1-(4-cyano-3-(trifluoromethyl)phenyl)piperidine-4-carboxamido)pyridin-3-yl)-4-hydroxypiperidin